(Z)-2-(2-chloro-2-phenylvinyl)-1,3-dithiane Cl\C(=C/C1SCCCS1)\C1=CC=CC=C1